4-(2,6-dichlorophenoxy)phenyl-diazonium ClC1=C(OC2=CC=C(C=C2)[N+]#N)C(=CC=C1)Cl